NCCCNC(=O)C=1C=NC2=C(C=CC=C2C1)C1=CCC(CC1)C(F)(F)F N-(3-aminopropyl)-8-(4-(trifluoromethyl)cyclohex-1-en-1-yl)quinoline-3-carboxamide